FC(C1=NN=C(O1)C=1C=CC(=NC1)CN(C(=O)C1(CN(C1)C(C)C)F)C1=CC(=CC=C1)F)F N-((5-(5-(difluoromethyl)-1,3,4-oxadiazol-2-yl)pyridin-2-yl)methyl)-3-fluoro-N-(3-fluorophenyl)-1-isopropylazetidine-3-carboxamide